(3,4-diselenocyanobutyl)benzene [Se](C#N)C(CCC1=CC=CC=C1)C[Se]C#N